F[B-](F)(F)F.F[B-](F)(F)F.C1=C2C(=CC=C1)N1CCC[N+]3=C4N(CCC[N+]2=C14)C1=CC=CC=C13 5,6,7,12,13,14-Hexahydro-4b,7a,11b,14a-tetraazadiindeno[1,2,3-ef:1',2',3'-kl]heptalene-7a,14a-diium bis(tetrafluoroborate)